(1S,3R,4S)-2-((3-chlorophenyl)-D-leucyl)-N-((R)-1-cyano-2-((R)-2-oxopiperidin-3-yl)ethyl)-5,5-difluoro-2-azabicyclo[2.2.2]octane-3-carboxamide ClC=1C=C(C=CC1)N[C@H](CC(C)C)C(=O)N1[C@@H]2CC([C@H]([C@@H]1C(=O)N[C@H](C[C@@H]1C(NCCC1)=O)C#N)CC2)(F)F